1-{[2-(trimethylsilyl)ethoxy]methyl}-1H-indazol-7-amine C[Si](CCOCN1N=CC2=CC=CC(=C12)N)(C)C